O1CCOC2=C1C=CC(=C2)C=2N=C(SC2)NC(C2=C(C=CC=C2)NS(=O)(=O)C2=CC=CC=C2)=O N-[4-(2,3-dihydro-1,4-benzodioxin-6-yl)-2-thiazolyl]-2-[(phenylsulfonyl)amino]-benzamide